COC(=O)N1[C@@H]2CN([C@H](C1)C2)C(NC2=CC(=C(C=C2)C)C2=NC=CC=C2)=O (1S,4S)-5-((4-methyl-3-(pyridin-2-yl)phenyl)carbamoyl)-2,5-diazabicyclo[2.2.1]heptane-2-carboxylic acid methyl ester